5-(3-((1-(4-(4-chloro-1,2-bis(4-hydroxyphenyl)but-1-en-1-yl)phenyl)piperidin-4-yl)methyl)-3,8-diazabicyclo[3.2.1]octan-8-yl)-2-(2,6-dioxopiperidin-3-yl)isoindoline-1,3-dione ClCCC(=C(C1=CC=C(C=C1)O)C1=CC=C(C=C1)N1CCC(CC1)CN1CC2CCC(C1)N2C=2C=C1C(N(C(C1=CC2)=O)C2C(NC(CC2)=O)=O)=O)C2=CC=C(C=C2)O